O=C1N(C(C2=CC=CC=C12)=O)OCCOCCC(=O)N[C@H](C(=O)O)C(C)C (S)-2-(3-(2-(1,3-dioxoisoindolin-2-yloxy)ethoxy)propanamido)-3-methylbutanoic acid